2-ethyl-6-methyl-9-methacryloyloxy-10-phenoxy-1,4-dihydro-1,4-methanoanthracene C(C)C=1C2C3=C(C4=CC=C(C=C4C(=C3C(C1)C2)OC2=CC=CC=C2)C)OC(C(=C)C)=O